Trimethyl-silyl-acetylene C[Si](C#C)(C)C